6-(2-amino-5-(3-(azetidin-1-ylmethyl)-2-fluoro-morpholinophenyl)-6-fluoropyridin-3-yl)-7-fluoro-3,4-dihydroisoquinolin-1(2H)-one NC1=NC(=C(C=C1C=1C=C2CCNC(C2=CC1F)=O)C1=C(C=CC=C1)N1C(C(OCC1)F)CN1CCC1)F